FCCCNCCOC1=NC=CC(=C1C)[C@H]1N([C@@H](CC2=C1NC1=CC=CC=C21)C)C[C@@H](C(=O)O)C (S)-3-((1R,3R)-1-(2-(2-((3-fluoropropyl)amino)ethoxy)-3-methylpyridin-4-yl)-3-methyl-1,3,4,9-tetrahydro-2H-pyrido[3,4-b]indol-2-yl)-2-methylpropionic acid